BrC1=C(C=C(C=C1)Cl)C(C(=O)OC)=[N+]=[N-] methyl 2-(2-bromo-5-chlorophenyl)-2-diazoacetate